OC(CCCCCCCCC(=O)O)CC=CCC=CCCCCCCCCCCCC 10-Hydroxy-octacosa-12,15-dienoic acid